tert-Butyl 3-methoxy-5-(4,4,5,5-tetramethyl-1,3,2-dioxaborolan-2-yl)-1H-indazole-1-carboxylate COC1=NN(C2=CC=C(C=C12)B1OC(C(O1)(C)C)(C)C)C(=O)OC(C)(C)C